1-{4-[2-(2,3-difluoro-6-{3-[(methylamino)methyl]imidazo[1,2-a]pyridin-6-yl}phenoxy)ethyl]-1,5-dimethyl-1H-pyrazol-3-yl}ethan-1-ol FC1=C(OCCC=2C(=NN(C2C)C)C(C)O)C(=CC=C1F)C=1C=CC=2N(C1)C(=CN2)CNC